N=1C=CC=2C1C(NC=CC2)=O 8H-pyrrolo[2,3-c]azepine-8-on